NC1=C(C(=C2N(C(CN(S2(=O)=O)C)C(=O)O)C1=O)C1=CC(=CC=C1)C(F)(F)F)CC1=CC=CC2=CC=CC=C12 7-amino-2-methyl-8-(naphthalen-1-ylmethyl)-6-oxo-9-(3-(trifluoromethyl)phenyl)-3,4-dihydro-2H,6H-pyrido[1,2-e][1,2,5]thiadiazine-4-carboxylic acid 1,1-dioxide